CN1C(CN(CC1C=1SC2=C(N1)C=C(C=C2)C2=NC[C@H](CC2)C)C)=O 1,4-dimethyl-6-(5-((S)-5-methyl-3,4,5,6-tetrahydropyridin-2-yl)benzo[d]thiazol-2-yl)piperazin-2-one